C(C)(C)(C)OC(=O)N1CCN(CC1)C1=NC=C(C=C1)N1C(NC2=C(C1=O)C[C@H](N(C2)C(C2=CC(=C(C=C2)Br)C(F)(F)F)=O)C)=S (R)-4-(5-(7-(4-bromo-3-(trifluoromethyl)benzoyl)-6-methyl-4-oxo-2-thioxo-1,4,5,6,7,8-hexahydropyrido[3,4-d]pyrimidin-3(2H)-yl)pyridin-2-yl)piperazine-1-carboxylic acid tert-butyl ester